ClC1=C(C=NN1CC(C)(C)F)C(=O)N[C@H]1C[C@H](CCC1)NC1=CC(=NC2=CC=C(C=C12)Cl)C(F)(F)F 5-chloro-N-[(1R,3S)-3-{[6-chloro-2-(trifluoromethyl)quinolin-4-yl]amino}cyclohexyl]-1-(2-fluoro-2-methylpropyl)-1H-pyrazole-4-carboxamide